ClC1=CC=C(C(=N1)C(=O)O)N[C@H](C)C1=C2N=C(C(=NC2=CC(=C1)C)C#N)C1=C(C=CC=C1)C (R)-6-chloro-3-((1-(2-cyano-7-methyl-3-(o-tolyl)quinoxalin-5-yl)ethyl)amino)picolinic acid